4-(trifluoromethyl)phenylchlorodiethoxysilane ethyl-3-ethoxypropionate acetate C(C)(=O)O.C(C)OC(CCOCC)=O.FC(C1=CC=C(C=C1)[Si](OCC)(OCC)Cl)(F)F